1-methyl-5-(methylamino)-1H-indole-3-carboxylate CN1C=C(C2=CC(=CC=C12)NC)C(=O)[O-]